7-cyclopropoxy-2-methylimidazo[1,2-a]pyridine C1(CC1)OC1=CC=2N(C=C1)C=C(N2)C